COC1=CC=C(C=N1)C1=CC=2C3=C(C(NC2C=C1)=O)N=NN3 8-(6-methoxypyridin-3-yl)-1,5-dihydro-4H-[1,2,3]triazolo[4,5-c]quinolin-4-one